tert-butyl (2R,5S)-4-(7-(2-aminopyridin-3-yl)-6-chloro-1-(2-isopropyl-4-methylpyridin-3-yl)-2-oxo-1,2-dihydropyrido[2,3-d]pyrimidin-4-yl)-2,5-dimethylpiperazine-1-carboxylate NC1=NC=CC=C1C=1C(=CC2=C(N(C(N=C2N2C[C@H](N(C[C@@H]2C)C(=O)OC(C)(C)C)C)=O)C=2C(=NC=CC2C)C(C)C)N1)Cl